C1=CC=CC=2C3=CC=CC=C3C(C12)COC(=O)NCCCN1CCN(CC1)C=1C=CC(=C(C(=O)OC)C1)C#CCNC(=O)OC(C)(C)C methyl 5-(4-(3-((((9H-fluoren-9-yl)methoxy)carbonyl)amino)propyl)piperazin-1-yl)-2-(3-((tert-butoxycarbonyl)amino)prop-1-yn-1-yl)benzoate